3-(trifluoromethyl)phenyl-1,2,4-oxadiazole FC(C=1C=C(C=CC1)C1=NOC=N1)(F)F